(E)-5-(1-(4-(6-bromohexyloxy)phenyl)-2-(4-chloro-2-fluorophenyl)but-1-enyl)-1H-indazole BrCCCCCCOC1=CC=C(C=C1)/C(=C(/CC)\C1=C(C=C(C=C1)Cl)F)/C=1C=C2C=NNC2=CC1